tert-Butyl (S)-3-(4-acetylpiperazin-1-yl)pyrrolidine-1-carboxylate C(C)(=O)N1CCN(CC1)[C@@H]1CN(CC1)C(=O)OC(C)(C)C